OC1(CN(C1)CC1=CC(=C2CN(C(C2=C1)=O)C1=CC(=CC=C1)C1(CC(C1)OC)C1=NN=CN1C)C(F)(F)F)C 6-((3-hydroxy-3-methylazetidin-1-yl)methyl)-2-(3-((1r,3r)-3-methoxy-1-(4-methyl-4H-1,2,4-triazol-3-yl)cyclobutyl)phenyl)-4-(trifluoromethyl)isoindolin-1-one